2'-((3-(pyridin-2-yl)-1H-pyrazol-4-yl)amino)spiro[cyclopropane-1,5'-pyrrolo[2,3-d]pyrimidin]-6'(7'H)-one N1=C(C=CC=C1)C1=NNC=C1NC=1N=CC2=C(N1)NC(C21CC1)=O